(S)-2-((2S,3R)-3-((tert-butoxycarbonyl)amino)-2-hydroxy-4-phenylbutanamido)-2-(2-chloro-3-(trifluoromethyl)phenyl)acetic acid C(C)(C)(C)OC(=O)N[C@@H]([C@@H](C(=O)N[C@H](C(=O)O)C1=C(C(=CC=C1)C(F)(F)F)Cl)O)CC1=CC=CC=C1